CS(=O)(=O)OC(CC(=O)OC)C/N=C/1\NC2=CC=C(C=C2C(N1CC=1C=NN(C1)C)=O)S(NC1(CC1)C)(=O)=O methyl 3-(methanesulfonyloxy)-4-{[(2E)-6-[(1-methylcyclopropyl)sulfamoyl]-3-[(1-methylpyrazol-4-yl)methyl]-4-oxo-1H-quinazolin-2-ylidene]amino}butanoate